C(C)OC(=O)C=1N=C(SC1CCCO)NC(C)=O acetamido-5-(3-hydroxypropyl)-1,3-thiazole-4-carboxylic acid ethyl ester